OC(CN1CN(CN(C1)CC(C)O)CC(C)O)C hexahydro-1,3,5-tri(2-hydroxypropyl)s-triazine